4-(dimethylamino)-2,2,6,6-tetramethyl-piperidine CN(C1CC(NC(C1)(C)C)(C)C)C